(S)-2-(1-Cyclopropyl-2-hydroxy-2-methylpropyl)-7-(((6-methyl-[1,3]dioxolo[4,5-b]pyridin-7-yl)amino)methyl)isoindolin-1-one C1(CC1)[C@@H](C(C)(C)O)N1C(C2=C(C=CC=C2C1)CNC1=C2C(=NC=C1C)OCO2)=O